5-nitro-5,8,11,14-eicosatetraenoic acid [N+](=O)([O-])C(CCCC(=O)O)=CCC=CCC=CCC=CCCCCC